[C@H]12CN(C[C@H](CC1)N2)C=2C1=C(N=C(N2)OC[C@]23CCCN3C[C@@H](C2)F)C(=C(N=C1)C1=C(C=CC2=C(C=CC=C12)F)O)F 4-((1R,5S)-3,8-diazabicyclo[3.2.1]octan-3-yl)-8-fluoro-2-(((2R,7aS)-2-fluorohexahydro-1H-pyrrolizin-7a-yl)methoxy)pyrido[4,3-d]pyrimidin-7-yl-5-fluoronaphthalen-2-ol